6-((2S)-1-(tert-butylsulfinyl)aziridin-2-yl)nicotinic acid C(C)(C)(C)S(=O)N1[C@@H](C1)C1=NC=C(C(=O)O)C=C1